4-[2-(1,3-dihydropyrrolo[3,4-c]pyridin-2-yl)oxazolo[4,5-b]pyridin-5-yl]-3-hydroxy-5-methyl-benzonitrile C1N(CC=2C=NC=CC21)C=2OC=1C(=NC(=CC1)C1=C(C=C(C#N)C=C1C)O)N2